C(C)OC(CC[SiH](COCCC)COCCC)OCC di-ethoxypropylbis(propoxymethyl)silane